(+-)-2-METHYLUNDECANAL C[C@@H](C=O)CCCCCCCCC |r|